C1(CCCCC1)COC1=C(C#N)C=C(C=C1)C1=NC=C2C(=N1)NNC2=O 2-cyclohexylmethoxy-5-(3-oxo-2,3-dihydro-1H-pyrazolo[3,4-d]pyrimidin-6-yl)benzonitrile